dimethyl-4,4'-biphenoldiglycidyl ether CC=1C(=C(C2=C(C1O)C1C(COCC3C2O3)O1)C1=CC=C(C=C1)O)C